2-(1-(2,2-difluoroethyl)-1H-pyrazolo[3,4-b]pyrazin-6-yl)-7-(5-(trifluoromethyl)pyridin-2-yl)-2,7-diazaspiro[3.5]nonan-6-one FC(CN1N=CC=2C1=NC(=CN2)N2CC1(C2)CC(N(CC1)C1=NC=C(C=C1)C(F)(F)F)=O)F